C(C)(=O)OCC(CF)OC1=C(C=C(C(=C1)F)Cl)C(CC)=O 2-(4-chloro-5-fluoro-2-propionylphenoxy)-3-fluoropropyl acetate